C[Si](CCOCN1C=NC2=C1C=C(C=C2)NC(=O)C2CC2)(C)C N-[3-(2-trimethylsilyl-ethoxymethyl)benzimidazol-5-yl]cyclopropanecarboxamide